CC(CCC(C(=O)O)N1C(C=C(C=C1)CCN(CCOCCOCCOCCO[Si](C(C)(C)C)(C)C)C)=O)C 5-methyl-2-[2-oxo-4-(2,2,3,3,16-pentamethyl-4,7,10,13-tetraoxa-16-aza-3-silaoctadecan-18-yl)pyridin-1-yl]hexanoic acid